2-propenoic acid, zirconium salt [Zr+4].C(C=C)(=O)[O-].C(C=C)(=O)[O-].C(C=C)(=O)[O-].C(C=C)(=O)[O-]